C1(=CC=CC=C1)C1(CC1)C(C(=O)OC)=C Methyl 2-(1-phenylcyclopropyl)acrylate